N-[5-(18-amino-4,7,10,13-tetraoxaoctadec-1-yn-1-yl)-2,3-dihydro-1H-inden-2-yl]-2-(pyridin-3-yl)quinazolin-4-amine NCCCCCOCCOCCOCCOCC#CC=1C=C2CC(CC2=CC1)NC1=NC(=NC2=CC=CC=C12)C=1C=NC=CC1